N-decyl-N',N'-diheptyl-urea C(CCCCCCCCC)NC(=O)N(CCCCCCC)CCCCCCC